C(C=C)OCC(CO)(CO)C 2-[(allyloxy)methyl]-2-methyl-1,3-propanediol